FC=1C=C2C=NN(C2=CC1C=1C=2C(=NN(C2C=CC1)CC(NCC(NCC(=O)OC)=O)=O)C1CCN(CC1)C(CCC(=O)O)=O)C 4-(4-{5'-fluoro-1-[({[(2-methoxy-2-oxoethyl)carbamoyl]methyl}carbamoyl)methyl]-1'-methyl-[4,6'-biindazol]-3-yl}piperidin-1-yl)-4-oxobutanoic acid